O1COC2=C1C=CC(=C2)S(=O)(=O)Cl benzo[d][1,3]dioxolane-5-sulfonyl chloride